P(=O)(OC)(OC(C)(C)C1=CC=CC=C1)[O-] methyl cumyl phosphate